CC1=CC(=CC2=C1C(=C(CCC2)Br)C2=CC(=CC=C2)O[C@H]2CN(CC2)CCCF)C(=O)OC(C(O)(C2=CC=C(C=C2)OC)C2=CC=C(C=C2)OC)(C2=CC=C(C=C2)OC)C2=CC=C(C=C2)OC 1,1,2,2-tetra(4-methoxyphenyl)ethane-1,2-diol Methyl-(R)-8-bromo-9-(3-((1-(3-fluoropropyl)pyrrolidin-3-yl)oxy)phenyl)-6,7-dihydro-5H-benzo[7]annulene-3-carboxylate